ClC1=CC=C(OC2=CC=C(C(=O)NC3=CC=C(C=C3)[C@@H]3CNCCO3)C=C2)C=C1 |r| (RS)-4-(4-Chloro-phenoxy)-N-(4-(morpholin-2-yl)-phenyl)-benzamid